CC(C(=O)OCS\C(\NC1=C(C=CC(=C1)C)C(C)C)=N/N=C/C1=CC=C(C=C1)N1N=C(C(=C1)NC(C1=CC=C(C=C1)OC(F)(F)F)=O)C)C [(Z)-N-(2-isopropyl-5-methyl-phenyl)-N'-[(E)-[4-[3-methyl-4-[[4-(trifluoromethoxy)benzoyl]amino]pyrazol-1-yl]phenyl]methyleneamino]carbamimidoyl]sulfanyl-methyl 2-methylpropanoate